6-bromo-2-fluoro-2,3-dihydro-1H-inden-1-one BrC1=CC=C2CC(C(C2=C1)=O)F